6-(6-chloropyridazin-3-yl)-6-azaspiro[3.5]nonan-2-ol ClC1=CC=C(N=N1)N1CC2(CC(C2)O)CCC1